NC1=C(C(=NC=C1)Cl)O 4-amino-2-chloropyridin-3-ol